C(CCCCCCC)C1=CC=C(C=C1)NC(C=CCCCCCCCC)=O N-(4-octylphenyl)undeceneamide